tripropyl-hydroxyethyl-ammonium hydroxide [OH-].C(CC)[N+](CCO)(CCC)CCC